trans-4-((4-(2-Cyclopropyloxazol-4-yl)pyridine-2-yl)((trans-4-(5-methoxy-6-methylpyridin-2-yl)cyclohexyl)methyl)carbamoyl)cyclohexyl 4-methylpiperazine-1-carboxylate CN1CCN(CC1)C(=O)O[C@@H]1CC[C@H](CC1)C(N(C[C@@H]1CC[C@H](CC1)C1=NC(=C(C=C1)OC)C)C1=NC=CC(=C1)C=1N=C(OC1)C1CC1)=O